(4-Fluorophenyl)(m-tolyl)methanol FC1=CC=C(C=C1)C(O)C=1C=C(C=CC1)C